((2S)-4-(3-(cyclopropylmethoxy)-4-(difluoromethoxy)phenyl)-1-((4-fluorophenyl)sulfonyl)pyrrolidin-2-yl)methanol C1(CC1)COC=1C=C(C=CC1OC(F)F)C1C[C@H](N(C1)S(=O)(=O)C1=CC=C(C=C1)F)CO